4-methylfluorene-3-carboxylic acid CC1=C(C=CC=2CC3=CC=CC=C3C12)C(=O)O